C[C@H]1COCCC1=NNC(=O)OC(C)(C)C |r| (±)-tert-butyl 2-(3-methyloxan-4-ylidene)hydrazine-1-carboxylate